(R)-4-(2-amino-3-(1-cyclopropylethyl)phenyl)pyridinecarbonitrile NC1=C(C=CC=C1[C@H](C)C1CC1)C1=CC(=NC=C1)C#N